O[C@@H](C(=O)N[C@@H](C)C1=CC(=C(C(=O)OC)C=C1)C)C(C)C methyl 4-((S)-1-((R)-2-hydroxy-3-methylbutanamido)ethyl)-2-methylbenzoate